1-Hexyl-2-propylpyrrolidinium cyanid [C-]#N.C(CCCCC)[NH+]1C(CCC1)CCC